C(C)S(=O)(=O)[C@@H]1CN(CC1)C1=CC(=C(C=C1)C1=NN2C(N=C(C=C2C2=NN(N=C2)C)C(=O)N2[C@@H](C3=CC=CC=C3CC2)C)=C1)F (2-(4-((S)-3-(ethylsulfonyl)pyrrolidin-1-yl)-2-fluorophenyl)-7-(2-methyl-2H-1,2,3-triazol-4-yl)pyrazolo[1,5-a]pyrimidin-5-yl)((R)-1-methyl-3,4-dihydroisoquinolin-2(1H)-yl)methanone